1-{[(benzyloxy)carbonyl]amino}cyclopropane-1-carboxylic acid C(C1=CC=CC=C1)OC(=O)NC1(CC1)C(=O)O